1-[5-[3-cyano-6-[4-[4-hydroxy-4-(2-oxoethyl)-1-piperidyl]phenyl]pyrazolo[1,5-a]pyridin-4-yl]-2-pyridyl]-4-ethyl-N-isopropyl-piperidine-4-carboxamide C(#N)C=1C=NN2C1C(=CC(=C2)C2=CC=C(C=C2)N2CCC(CC2)(CC=O)O)C=2C=CC(=NC2)N2CCC(CC2)(C(=O)NC(C)C)CC